4-morpholinyltrifluoroacetylbenzene N1(CCOCC1)C1=CC=C(C=C1)C(C(F)(F)F)=O